C1(CC1)C=1C=CC=2N(C1)C=C(N2)C2CC(CN2)O 5-(6-cyclopropylimidazo[1,2-a]pyridin-2-yl)pyrrolidin-3-ol